FC1(CCN(CC1)C(=O)C1=CC(=CC=C1)C1=C2C(=NC=C1)C=C(O2)C=2C=NC(=CC2)S(=O)(=O)C)F (4,4-difluoropiperidin-1-yl)(3-(2-(6-(methylsulfonyl)pyridin-3-yl)furo[3,2-b]pyridin-7-yl)phenyl)methanone